CC1(OC2=C(OC1)C=CC(=C2)C(C)N2C[C@@H](N(C[C@H]2CC)C=2C=1N=C(N(C1N(C(N2)=O)C)CC)CC#N)CC)C 2-(6-((2S,5R)-4-(1-(3,3-dimethyl-2,3-dihydrobenzo[b][1,4]dioxin-6-yl)ethyl)-2,5-diethylpiperazin-1-yl)-9-ethyl-3-methyl-2-oxo-3,9-dihydro-2H-purin-8-yl)acetonitrile